3-cyclopropyl-4-(4-(methylsulfonyl)-3-(trifluoromethyl)phenyl)-1H-pyrazolo[4,3-c]pyridine C1(CC1)C1=NNC2=C1C(=NC=C2)C2=CC(=C(C=C2)S(=O)(=O)C)C(F)(F)F